((2-(4-(2-((2-(bis(6-((2-Octyldodecanoyl)oxy)hexyl)amino)ethyl)(6-((2-octyldodecanoyl)oxy)hexyl)amino)ethyl)piperazin-1-yl)ethyl)azandiyl)bis(hexan-6,1-diyl)bis(2-octyldodecanoat) C(CCCCCCC)C(C(=O)OCCCCCCN(CCN(CCN1CCN(CC1)CCN(CCCCCCC(C(=O)[O-])(CCCCCCCCCC)CCCCCCCC)CCCCCCC(C(=O)[O-])(CCCCCCCCCC)CCCCCCCC)CCCCCCOC(C(CCCCCCCCCC)CCCCCCCC)=O)CCCCCCOC(C(CCCCCCCCCC)CCCCCCCC)=O)CCCCCCCCCC